1-((3-((trans)-3-(4-chlorophenyl)cyclobutyl)-1,2,4-oxadiazol-5-yl)methyl)-7-methyl-1H-purin-6(7H)-one ClC1=CC=C(C=C1)[C@@H]1C[C@H](C1)C1=NOC(=N1)CN1C=NC=2N=CN(C2C1=O)C